butyl 3-[2-[2-[2-[2-[2-[2-[2-[2-[[2-(2,6-dioxo-3-piperidyl)-1,3-dioxo-isoindolin-4-yl]amino]ethoxy]ethoxy]ethoxy]ethoxy]ethoxy]ethoxy]ethoxy]ethoxy]propanoate O=C1NC(CCC1N1C(C2=CC=CC(=C2C1=O)NCCOCCOCCOCCOCCOCCOCCOCCOCCC(=O)OCCCC)=O)=O